(S)-1-(2-(3-acetyl-5-(2-methylpyrimidin-5-yl)-1H-indazol-1-yl)acetyl)-N-(6-bromopyridin-2-yl)-1,2,3,6-tetrahydropyridine-2-carboxamide C(C)(=O)C1=NN(C2=CC=C(C=C12)C=1C=NC(=NC1)C)CC(=O)N1[C@@H](CC=CC1)C(=O)NC1=NC(=CC=C1)Br